1-(4-(8-fluoro-7-(2-fluorophenyl)-6-(trifluoro-methyl)quinazolin-4-yl)piperazin-1-yl)prop-2-en-1-one FC=1C(=C(C=C2C(=NC=NC12)N1CCN(CC1)C(C=C)=O)C(F)(F)F)C1=C(C=CC=C1)F